1-ethyl-2-propyl 5-ethyl-3,3,4,6-tetramethylcyclohexane-1,4-diene-1,2-dicarboxylate C(C)C1=C(C(C(=C(C1C)C(=O)OC(CCC)C)C(=O)[O-])(C)C)C